(R)-1-azido-17-((4-decylphenyl)carbamoyl)-15-oxo-3,6,9,12-tetraoxa-16-azaoctadecane N(=[N+]=[N-])CCOCCOCCOCCOCCC(N[C@H](C)C(NC1=CC=C(C=C1)CCCCCCCCCC)=O)=O